Cl.N1CC(C1)N1C=NC=C1 1-(azetidin-3-yl)-1H-imidazole hydrochloride